tert-butyl (1R,4R)-5-((3-(2,5-dioxo-2,5-dihydro-1H-pyrrol-1-yl)propanoyl)glycylglycylglycyl-glycyl-glycyl)-2,5-diazabicyclo[2.2.2]octane-2-carboxylate O=C1N(C(C=C1)=O)CCC(=O)NCC(=O)NCC(=O)NCC(=O)NCC(=O)NCC(=O)N1[C@H]2CN([C@@H](C1)CC2)C(=O)OC(C)(C)C